4-vinyl-benzyl-phosphonium C(=C)C1=CC=C(C[PH3+])C=C1